C(C1=CC=CC=C1)O[C@H]([C@H](NC(=O)OC(C)(C)C)C(=O)O)C O-benzyl-N-(t-butoxycarbonyl)-L-allothreonine